CN1C(N(C2=C1C=CC(=C2)NS(=O)(=O)C)C(=O)NC2=CC=CC=C2)=O 3-methyl-6-(methylsulphonamido)-2-oxo-N-phenyl-2,3-dihydro-1H-benzo[d]imidazole-1-carboxamide